methyl 2-cyano-3-(4-hydroxy-3,5-diisopropylphenyl)-3-phenylacrylate C(#N)C(C(=O)OC)=C(C1=CC=CC=C1)C1=CC(=C(C(=C1)C(C)C)O)C(C)C